bis-(2,6-dimethoxybenzoyl)-2,6-dimethylphenylphosphine oxide COC1=C(C(=O)P(C2=C(C=CC=C2C)C)(C(C2=C(C=CC=C2OC)OC)=O)=O)C(=CC=C1)OC